2-trimethylpropyl-2-butenoic acid CC(CCC(C(=O)O)=CC)(C)C